CS(=O)(=O)CS(=O)(=O)O.N1(CCNCC1)C1=CC=C(C=C1)NC=1N=C(C2=C(N1)COC2)OC=2C=C(C=CC2)NC(C=C)=O N-(3-((2-((4-(piperazin-1-yl)phenyl)amino)-5,7-dihydrofuro[3,4-d]pyrimidin-4-yl)oxy)phenyl)acrylamide methylsulfonyl-methanesulfonat